O1C(C=CC2=CC=CC=C12)=S Chromene-2-thione